ClC1=CC=C2C=NC(=NC2=C1)CC1=CC=CC=C1 7-chloro-2-benzylquinazolin